(R)-2-((1-(3,6-dimethyl-4-oxo-2-(4-((2-oxopyrrolidin-1-yl)methyl)phenyl)-4H-chromen-8-yl)ethyl)amino)benzoic acid CC1=C(OC2=C(C=C(C=C2C1=O)C)[C@@H](C)NC1=C(C(=O)O)C=CC=C1)C1=CC=C(C=C1)CN1C(CCC1)=O